6-iodo-4-nitroisobenzofuran-1,3-dione IC1=CC(=C2C(OC(C2=C1)=O)=O)[N+](=O)[O-]